C(#N)C1=CC(=C(C=C1)N1CC(N(C2(CC(C2)C(=O)NC2CC(C2)O)C1=O)CC1=CC=C(C=C1)C(F)(F)F)=O)F (2s,4S)-8-(4-cyano-2-fluorophenyl)-N-((1r,3R)-3-hydroxycyclobutyl)-6,9-dioxo-5-(4-(trifluoro-methyl)benzyl)-5,8-diazaspiro[3.5]nonane-2-carboxamide